2-(2-((1-methyl-9-(1-methyl-1H-pyrazol-4-yl)-6,7-dihydro-5H-benzo[c][1,2,3]triazolo[1,5-a]azepin-7-yl)amino)phenyl)acetonitrile CC=1N=NN2C1C1=C(C(CC2)NC2=C(C=CC=C2)CC#N)C=C(C=C1)C=1C=NN(C1)C